1-(cyclopropylmethyl)-6-(3,5-dimethylisoxazol-4-yl)-2-methyl-1H-benzo[d]imidazol-4-amine C1(CC1)CN1C(=NC2=C1C=C(C=C2N)C=2C(=NOC2C)C)C